rac-N-{(1R,6S)-2,2-difluoro-6-[4-(propan-2-yl)piperazin-1-yl]cyclohexyl}-4-[5-(trifluoromethyl)pyridin-2-yl]piperidine-1-carboxamide FC1([C@@H]([C@H](CCC1)N1CCN(CC1)C(C)C)NC(=O)N1CCC(CC1)C1=NC=C(C=C1)C(F)(F)F)F |r|